FC(C(=O)O)(F)F.N[C@]1(CN(C[C@@H]1CCCB(O)O)S(N([C@@H]1CNCCC1)CC1CC1)(=O)=O)C(=O)O (3R,4S)-3-amino-4-(3-boronopropyl)-1-(N-(cyclopropylmethyl)-N-((S)-piperidin-3-yl)sulfamoyl)pyrrolidine-3-carboxylic acid, 2,2,2-trifluoroacetic acid salt